C(C)OC1=C(OC=2C=C(C=NC2)B(O)O)C=CC=C1 (5-(2-ethoxyphenoxy)pyridin-3-yl)boronic acid